CC=1C=CC=2N(C3=CC=C(C=C3C2C1)C)C1=C(C#N)C(=CC(=C1)C1=CC(=NC(=C1)C1=CC(=NC(=C1)C1=CC=CC=C1)C1=CC=CC=C1)C1=CC(=NC(=C1)C1=CC=CC=C1)C1=CC=CC=C1)N1C2=CC=C(C=C2C=2C=C(C=CC12)C)C 2,6-bis(3,6-dimethyl-9H-carbazol-9-yl)-4-(2,2'',6,6''-tetraphenyl-[4,2':6',4''-terpyridin]-4'-yl)benzonitrile